ClC=1C=CC2=C(CC(CC=3N2C(=NN3)C3CCN(CC3)C3=NC=CC=C3)N)C1 8-chloro-1-[1-(pyridin-2-yl)piperidin-4-yl]-5,6-dihydro-4H-[1,2,4]triazolo[4,3-a][1]benzazepine-5-amine